ClC1=C(CNC2=CC(OC3=C2C=C(C=C3)[N+](=O)[O-])=O)C(=CC=C1)Cl 4-((2,6-dichlorobenzyl)amino)-6-nitro-2H-benzopyran-2-one